C(C)(C)(C)OC(=O)N1CC(CC1)(O)C1=C(C2=C(N=CN=C2N)N1C)C1=CC=C(C=C1)OC1=NC(=CC=C1)C 3-(4-amino-7-methyl-5-{4-[(6-methylpyridin-2-yl)oxy]phenyl}-7H-pyrrolo[2,3-d]pyrimidin-6-yl)-3-hydroxypyrrolidine-1-carboxylic acid tert-butyl ester